N1N=CC2=CC(=CC=C12)C=1C=C(C(=O)NC=2N(C=C(N2)CCCCN2CCCCC2)C2=CC=CC=C2)C=CC1 3-(1H-indazol-5-yl)-N-(1-phenyl-4-(4-(piperidin-1-yl)butyl)-1H-imidazol-2-yl)benzamide